ClC1=C(C(=CC=C1F)F)NC=1N(C2=NC(=NC=C2N1)NC1CCOCC1)C1CCC(CC1)C(=O)N (1s,4s)-4-(8-(2-chloro-3,6-difluorophenylamino)-2-(tetrahydro-2H-pyran-4-ylamino)-9H-purin-9-yl)cyclohexanecarboxamide